C[C@@H]1CN(C2=C(O1)N=C1C(=C2)C=CN1COCC[Si](C)(C)C)C(=O)OC(C)(C)C tert-butyl (R)-3-methyl-6-((2-(trimethylsilyl) ethoxy) methyl)-2,3-dihydropyrrolo[3',2':5,6]pyrido[2,3-b][1,4]oxazine-1(6H)-carboxylate